(S,S)-2,8-DIAZABICYCLO[4.3.0]NONANE [C@@H]12NCCC[C@H]2CNC1